Diaminoglutaric Acid C(CC(C(=O)O)(N)N)C(=O)O